CCCCCCCCCCCCCCCCCCCCCCCCCCCCCCCCCCCC(CC(CC(CC(CC(CC(CC(C)O)O)O)O)O)O)O nonatetracontane-36,38,40,42,44,46,48-heptol